ClC1=CC2=C(C=N1)CC1(CN(CC1)CC1=CN=C(S1)NC(C)=O)O2 N-(5-((6-Chloro-3H-spiro[furo[3,2-c]pyridine-2,3'-pyrrolidin]-1'-yl)methyl)thiazol-2-yl)acetamide